OC=1C=C2SC3=NC(=CN3C2=CC1)C(=O)OCC Ethyl 10-hydroxy-7-thia-2,5-diazatricyclo[6.4.0.02,6]dodeca-1(12),3,5,8,10-pentaene-4-carboxylate